2-[3-(3,5-dimethylisoxazol-4-yl)pyrazolo[1,5-a]pyridin-5-yl]-4-isopropoxy-thiazole-5-carboxylic acid CC1=NOC(=C1C=1C=NN2C1C=C(C=C2)C=2SC(=C(N2)OC(C)C)C(=O)O)C